NC(C(=O)O)C(CCCN)C 2,6-diamino-3-methyl-hexanoic acid